(Z)-5-bromo-2-(((R)-1-hydroxypropan-2-yl)imino)-N-((R)-1-(3-nitro-5-(trifluoromethyl)phenyl)ethyl)-1,2-dihydropyridine-3-carboxamide BrC=1C=C(/C(/NC1)=N/[C@@H](CO)C)C(=O)N[C@H](C)C1=CC(=CC(=C1)C(F)(F)F)[N+](=O)[O-]